(6-(1-Hydroxyethyl)pyridin-3-yl)boronic acid OC(C)C1=CC=C(C=N1)B(O)O